O=C1N(C(CN1C1=CC=C(C=C1)C(F)(F)F)=O)CC1=CC(=C(OC(C(=O)O)(C)C)C(=C1)C)C 2-(4-((2,5-Dioxo-3-(4-(trifluoro-methyl)phenyl)imidazolidin-1-yl)methyl)-2,6-dimethylphenoxy)-2-methylpropionic acid